ClC1=C(C(=C(C=C1OC)OC)Cl)C1=CC2=C(N=C(N=C2)SC)C(=N1)NC1CC(C1)(F)F 6-(2,6-dichloro-3,5-dimethoxyphenyl)-N-(3,3-difluorocyclobutyl)-2-(methylthio)pyrido[3,4-d]pyrimidine-8-amine